cyclohexyl-(biphenyl) C1(CCCCC1)C1=C(C=CC=C1)C1=CC=CC=C1